CC(C[C@@H](C(N1[C@H](CC2(OCC(CO2)CN2CCC2)CC1)C)=O)N1C([C@@H](NCC1)CC(C)C)=O)C (3S)-1-[(2S)-4-methyl-1-oxo-1-[(3s,6s,8S)-3-(azetidin-1-ylmethyl)-8-methyl-1,5-dioxa-9-azaspiro[5.5]undec-an-9-yl]pentan-2-yl]-3-(2-methylpropyl)piperazin-2-one